FC(COC(C(=O)N(CC1=CC=C(C=C1)C(F)(F)F)C1CCC1)=O)(F)F.C1(CCC1)N(C(C(N)=O)=O)CC1=CC=C(C=C1)C(F)(F)F N'-Cyclobutyl-N'-[[4-(trifluoromethyl)phenyl]methyl]oxamide 2,2,2-Trifluoroethyl-2-[cyclobutyl-[[4-(trifluoromethyl)phenyl]methyl]amino]-2-oxo-acetate